(S)-N-(3-(6-amino-2-(difluoromethyl)-3,3-difluoro-2,3,4,5-tetrahydropyridin-2-yl)-4-fluorophenyl)-5-chloropyridineamide NC=1CCC([C@@](N1)(C(F)F)C=1C=C(C=CC1F)NC(=O)C1=NC=C(C=C1)Cl)(F)F